C(C=C)(=O)N1[C@H](CN(C[C@H]1C)C1=NC(N2C3=C(C(=C(C=C13)C(F)(F)F)C=1SC=C(C1)Cl)SC[C@H](C2)OC=2N=NC=CC2)=O)C (S)-8-((3S,5R)-4-propenoyl-3,5-dimethylpiperazin-1-yl)-11-(4-chlorothien-2-yl)-3-(pyridazin-3-yloxy)-10-(trifluoromethyl)-3,4-dihydro-2H,6H-[1,4]thiazepino[2,3,4-ij]quinazolin-6-one